P(=O)(OCCCCCC)(OCCCCCCCCCCCC)[O-] hexyl dodecyl phosphate